N1=C(C=CC=C1)COC1=CC=C(N)C=C1 4-[(pyridin-2-yl)methoxy]aniline